5-[4-(3,3-difluoro-4,4-dimethyl-pyrrolidin-1-yl)pyrrolo[2,1-f][1,2,4]triazin-6-yl]-1H-pyrimidine-2,4-dione FC1(CN(CC1(C)C)C1=NC=NN2C1=CC(=C2)C=2C(NC(NC2)=O)=O)F